(2S,4R)-allyl 4-(2-((1R,3R)-3-((tert-butoxycarbonyl)(methyl)amino)-1-methoxy-4-methylpentyl)thiazole-4-carboxamido)-2-methyl-5-phenylpentanoate C(C)(C)(C)OC(=O)N([C@H](C[C@@H](OC)C=1SC=C(N1)C(=O)N[C@H](C[C@@H](C(=O)OCC=C)C)CC1=CC=CC=C1)C(C)C)C